NN([C@@H](C)C(=O)O)C=1C=NC=CC1 amino-3-pyridylalanine